BrC1=C(C=CC(=C1)C)C(C)C bromocymene